BrC=1SC=2CN(CCC2N1)CC 2-Bromo-5-ethyl-4,5,6,7-tetrahydrothiazolo[5,4-c]pyridine